ClC1=CC=C(C=C1)[C@H](C(F)(F)F)N(S(=O)(=O)C1=CC(N(C=C1F)C)=O)CC (R)-N-(1-(4-chlorophenyl)-2,2,2-trifluoroethyl)-N-ethyl-5-fluoro-1-methyl-2-oxo-1,2-dihydropyridine-4-sulfonamide